[N+](=O)([O-])N1CN(CCCC1)[N+](=O)[O-] 1,3-Dinitro-1,3-diazacycloheptane